N-[3-cyano-1-(3-fluorobenzyl)-1H-indol-5-yl]-6-oxo-1,6-dihydropyrimidine-4-carboxamide C(#N)C1=CN(C2=CC=C(C=C12)NC(=O)C=1N=CNC(C1)=O)CC1=CC(=CC=C1)F